4-(4-(4-(azetidin-3-ylethynyl)phenyl)-3,6-dihydropyridin-1(2H)-yl)-2-methyl-2-(methylsulfonyl)butanoic acid methyl ester dihydrochloride Cl.Cl.COC(C(CCN1CCC(=CC1)C1=CC=C(C=C1)C#CC1CNC1)(S(=O)(=O)C)C)=O